3-Hydroxy-6-methoxy-7-((4-methylbenzyl)oxy)-1-oxoisochromane-5-carbaldehyde OC1OC(C=2C=C(C(=C(C2C1)C=O)OC)OCC1=CC=C(C=C1)C)=O